(S)-2-((3-chloro-2-((2-chloro-4-methoxybenzyl)oxy)-5,8-dihydro-1,7-naphthyridin-7(6H)-yl)methyl)-1-(oxetan-2-ylmethyl)-1H-benzo[d]imidazole-6-carboxylic acid ClC=1C(=NC=2CN(CCC2C1)CC1=NC2=C(N1C[C@H]1OCC1)C=C(C=C2)C(=O)O)OCC2=C(C=C(C=C2)OC)Cl